C(C)C1(CCC1)NC(=O)C=1C=NC=C(C1)C1=CC(=CC(=C1)C)F N-(1-ethylcyclobutyl)-5-(3-fluoro-5-methylphenyl)pyridine-3-carboxamide